3-Chloro-4-((3,5-difluoropyridin-2-yl)methoxy-d2)-2'-(3-(isopropylsulfonyl)-1H-pyrazol-1-yl)-5',6-dimethyl-2H-[1,4'-bipyridin]-2-one ClC=1C(N(C(=CC1OC([2H])([2H])C1=NC=C(C=C1F)F)C)C1=CC(=NC=C1C)N1N=C(C=C1)S(=O)(=O)C(C)C)=O